ClCC[C@@H](C(=O)O)N L-4-chloro-2-aminobutyric acid